N-(3,5-dinitrobenzoyl)-α-phenylglycine [N+](=O)([O-])C=1C=C(C(=O)NC(C(=O)O)C2=CC=CC=C2)C=C(C1)[N+](=O)[O-]